CC1(CC1)CN(C(OC(C)(C)C)=O)[C@H]1CN(CCC1)C=1C=NC(=CC1)C(C)N1C=NC(=C1)C1=NC(=CN=C1)N1CCCC1 tert-butyl ((1-methylcyclopropyl)methyl)((3R)-1-(6-(1-(4-(6-(pyrrolidin-1-yl)pyrazin-2-yl)-1H-imidazol-1-yl)ethyl)pyridin-3-yl)piperidin-3-yl)carbamate